6-amino-2-(3,5-dichloro-4-((2-(4-chlorothien-2-yl)-4-methylquinolin-6-yl)oxy)phenyl)-1,2,4-triazine-3,5(2H,4H)-dione NC=1C(NC(N(N1)C1=CC(=C(C(=C1)Cl)OC=1C=C2C(=CC(=NC2=CC1)C=1SC=C(C1)Cl)C)Cl)=O)=O